N-(4-hydroxyphenethyl)erythronamide OC1=CC=C(CCNC(=O)[C@H](O)[C@H](O)CO)C=C1